[Cu].[Ni].[Sn] tin-nickel-copper